(S)-2-Amino-3-(4-methoxyphenyl)propanoic acid N[C@H](C(=O)O)CC1=CC=C(C=C1)OC